N-(2-morpholinopyrimidin-4-yl)-1H-indazol-5-amine O1CCN(CC1)C1=NC=CC(=N1)NC=1C=C2C=NNC2=CC1